(4-((5-amino-7-fluoroimidazo[1,2-c]quinazolin-2-yl)-methyl)piperidin-1-yl)(6-bromopyridin-2-yl)methanone NC1=NC=2C(=CC=CC2C=2N1C=C(N2)CC2CCN(CC2)C(=O)C2=NC(=CC=C2)Br)F